C(C)(=O)OB(C=1C(=NC(=CC1)Cl)Cl)C1=C(C=CC=C1)S(=O)(=O)N (acetoxy(2,6-dichloropyridin-3-yl)boranyl)benzenesulfonamide